OC=1C(=NC=CC1OC)C(=O)N[C@H](C(=O)OC(C)C1(CC1)C1=CC=C(C=C1)Cl)C 1-[1-(4-chloro phenyl)cyclopropyl]ethyl (2S)-2-[(3-hydroxy-4-methoxy-pyridine-2-carbonyl) amino]propanoate